COC(=O)C=1C(=CC=2N(C1)C=C(N2)C21COC(C2)(C1)CC)OC(C)C 2-(1-ethyl-2-oxabicyclo[2.1.1]hex-4-yl)-7-isopropoxy-imidazo[1,2-a]pyridine-6-carboxylic acid methyl ester